tert-butyl (2R,4R)-4-((6-((1-(tert-butyl)-5-methyl-1H-pyrazol-3-yl)amino)-3-fluoro-4-isobutyrylpyridin-2-yl) methyl)-2-methylpiperidine-4-carboxylate C(C)(C)(C)N1N=C(C=C1C)NC1=CC(=C(C(=N1)C[C@@]1(C[C@H](NCC1)C)C(=O)OC(C)(C)C)F)C(C(C)C)=O